4-((1-benzyl-1H-pyrazol-3-yl)(hydroxy)methyl)-4-(((methylsulfonyl)oxy)methyl)piperidine-1-carboxylic acid tert-butyl ester C(C)(C)(C)OC(=O)N1CCC(CC1)(COS(=O)(=O)C)C(O)C1=NN(C=C1)CC1=CC=CC=C1